3-chloro-9-phenylphenanthro[2,3-d]thiazole ClC1=CC=C2C3=CC4=C(N=C(S4)C4=CC=CC=C4)C=C3C=CC2=C1